FC1=C(C2=C(NC=N2)C=C1)C 5-fluoro-4-methyl-1H-benzo[d]imidazole